N-{5-[(1S,3R)-3-(2-pyridyloxy)cyclopentyl]-3-pyrazolyl}p-{4-[2-(2,6-dioxo-3-piperidyl)-1,3-dioxo-5-isoindolinyl]-1-piperidyl}benzamide N1=C(C=CC=C1)O[C@H]1C[C@H](CC1)C1=CC(=NN1)NC(C1=CC=C(C=C1)N1CCC(CC1)C=1C=C2C(N(C(C2=CC1)=O)C1C(NC(CC1)=O)=O)=O)=O